naphthyl(phenanthrenylphenyl)anthracene-d8 C1(=CC=CC2=CC=CC=C12)C1=C2C(=C(C(=C(C2=C(C=2C(=C(C(=C(C12)[2H])[2H])[2H])[2H])[2H])[2H])[2H])[2H])C1=C(C=CC=C1)C1=CC=CC=2C3=CC=CC=C3C=CC12